(S)-allyl 4-(((R)-1-(tert-butoxycarbonyl)-3-(4-chlorobenzyl) piperidin-3-yl) (methyl) carbamoyl)-2,2-dimethyloxazolidine-3-carboxylate C(C)(C)(C)OC(=O)N1C[C@@](CCC1)(CC1=CC=C(C=C1)Cl)N(C(=O)[C@H]1N(C(OC1)(C)C)C(=O)OCC=C)C